1,2-azaborole N1B=CC=C1